rel-3,5-bis(3-(4-(4,5-dihydro-1H-imidazol-2-yl)phenyl)ureido)benzoic acid N1C(=NCC1)C1=CC=C(C=C1)NC(NC=1C=C(C(=O)O)C=C(C1)NC(=O)NC1=CC=C(C=C1)C=1NCCN1)=O